C(C)(C)(C)OC(=O)N1CCN(CC1)C1=CN=C(S1)N 4-(2-aminothiazol-5-yl)piperazine-1-carboxylic acid tert-butyl ester